C(CCCCCCCCCCC)OC1=CC(=C(C=C1)S(=O)(=O)C=1C=NC2=CC=C(C=C2C1N1CCC(CC1)N1CCC(CC1)N1CCN(CC1)C)S(=O)C)F 3-((4-(dodecyloxy)-2-fluorophenyl)sulfonyl)-4-(4-(4-methylpiperazin-1-yl)-[1,4'-bipiperidin]-1'-yl)-6-(methylsulfinyl)quinoline